COC=1C=CC=C2CCC(CC12)N1CC2=C(CC1)N=C(N2)C2=CC(=CC=C2)S(=O)(=O)C 5-(8-methoxy-1,2,3,4-tetrahydronaphthalen-2-yl)-2-(3-(methylsulfonyl)phenyl)-4,5,6,7-tetrahydro-3H-imidazo[4,5-c]pyridine